[V].[Zn].[Ni].[Co].[Fe] iron cobalt nickel zinc vanadium